7-cyclopropyl-2,7-diaza-spiro[3.5]nonane HCl salt Cl.C1(CC1)N1CCC2(CNC2)CC1